BrC1=CC=C2N=CC(=NC2=C1)OCCOC=1C=C(C=NC1)CO (5-(2-((7-bromoquinoxalin-2-yl)oxy)ethoxy)pyridin-3-yl)methanol